2-ethyl-9-[2-carboxy(3,6-methano-4-cyclohexenyl)]carbonyloxyanthracene C(C)C1=CC2=C(C3=CC=CC=C3C=C2C=C1)OC(=O)C1C(C2C=CC1C2)C(=O)O